(1S,5R)-(3-(2-((1-methyl-1H-pyrazol-4-yl)amino)pyrimidin-4-yl)-8-azabicyclo[3.2.1]oct-2-en-8-yl)methanone CN1N=CC(=C1)NC1=NC=CC(=N1)C1=C[C@@H]2CC[C@H](C1)N2C=O